3,3,7,10,10-Pentamethyl-9-phenyl-2,3,4a,10-tetrahydro-1H-indeno[1,2-c]pyrazolo[1,2-a]pyrazol-1-one CC1(CC(N2N1C1C(C2(C)C)=C(C=2C=C(C=CC21)C)C2=CC=CC=C2)=O)C